N-(2-(Methyl(dodecyl)amino)acetyl)-N-methyl-D-glucamine CN(CC(=O)N(C[C@H](O)[C@@H](O)[C@H](O)[C@H](O)CO)C)CCCCCCCCCCCC